2-((3-fluoro-2-methylphenyl)amino)-6-(trifluoromethyl)nicotinonitrile FC=1C(=C(C=CC1)NC1=C(C#N)C=CC(=N1)C(F)(F)F)C